NCCOCCOCCC(=O)NC1=C(C(=O)NC2=NC=C(C=C2)C)C=CC(=C1)NC 2-(3-(2-(2-aminoethoxy)ethoxy)propanamido)-4-(methylamino)-N-(5-methylpyridin-2-yl)benzamide